2,2,3,3,4,4,5,5,6,6,7,7-dodecafluoroheptyl methacrylate C(C(=C)C)(=O)OCC(C(C(C(C(C(F)F)(F)F)(F)F)(F)F)(F)F)(F)F